C(C)(C)(C)OC(=O)N1CC(C1)C=1C=CC=C2C=CC(=NC12)Cl 3-(2-chloro-8-quinolinyl)azetidine-1-carboxylic acid tert-butyl ester